8-((1,5-naphthyridin-4-yl)thio)imidazo[1,2-c]pyrimidin N1=CC=C(C2=NC=CC=C12)SC=1C=2N(C=NC1)C=CN2